F[C@H]1[C@@H](O[C@@H]([C@H]1O)CO)N1C=NC=2C(OCCC#N)=NC(NC(COC3=CC=CC=C3)=O)=NC12 2'-deoxy-2'-fluoro-2-N-(phenoxyacetyl)-6-O-(cyanoethyl)guanosine